6-acetyl-2-(2,2-difluoro-3-hydroxypropyl)-4-(4-fluorobenzyl)-8,8-dimethyl-2,6,7,8-tetrahydro-1H-pyrrolo[2,3-e][1,2,4]triazolo[4,3-a]pyridin-1-one C(C)(=O)N1CC(C2=C1C=C(C=1N2C(N(N1)CC(CO)(F)F)=O)CC1=CC=C(C=C1)F)(C)C